3-nitropyrazolo[1,5-a]pyrimidineid [methyl-[2-naphthyl-[4-(trifluoromethyl)phenyl]methyl]amino](2S)-2-[(3-hydroxy-4-methoxy-pyridine-2-carbonyl)amino]propanoate CN(C(C1=CC=C(C=C1)C(F)(F)F)C1=CC2=CC=CC=C2C=C1)[C@](C(=O)[O-])(C)NC(=O)C1=NC=CC(=C1O)OC.[N+](=O)([O-])C=1[C-]=NN2C1N=CC=C2